methyl 2-[5-oxo-1-(pyridin-2-ylmethyl)pyrrolidin-2-yl]propionat O=C1CCC(N1CC1=NC=CC=C1)C(C(=O)OC)C